1,4-bis(3-aminophenoxy)-2,5-di-tert-butylbenzene NC=1C=C(OC2=C(C=C(C(=C2)C(C)(C)C)OC2=CC(=CC=C2)N)C(C)(C)C)C=CC1